ClC1=C(C=CC=C1)N(C1=CC2=C(N=C(S2)N)C=C1)C N6-(2-chlorophenyl)-N6-methylbenzo[d]thiazole-2,6-diamine